3-(3-(but-3-yn-1-yl)-3H-diazirin-3-yl)propanoic acid C(CC#C)C1(N=N1)CCC(=O)O